ethyl (S)-3-(3-(4-hydroxy-1-methyl-2-oxo-1,2-dihydropyridin-3-yl)ureido)-3-(4-(3-methylbenzyl) phenyl)propanoate OC1=C(C(N(C=C1)C)=O)NC(N[C@@H](CC(=O)OCC)C1=CC=C(C=C1)CC1=CC(=CC=C1)C)=O